N-(5-(2-(6-azaspiro[2.5]octan-6-yl)acetamido)-2-methylpyridin-3-yl)-2-(1-methyl-1H-pyrazol-4-yl)-1H-pyrrolo[2,3-b]pyridine-5-carboxamide C1CC12CCN(CC2)CC(=O)NC=2C=C(C(=NC2)C)NC(=O)C=2C=C1C(=NC2)NC(=C1)C=1C=NN(C1)C